(2S)-1-[(4-methylbenzenesulfonyl)oxy]propan-2-ol CC1=CC=C(C=C1)S(=O)(=O)OC[C@H](C)O